FC1=C(C#N)C=C(C=C1)OC=1C(=C2C=CN(C2=CC1F)S(=O)(=O)C1=CC=CC=C1)CSCC(=C)C 2-Fluoro-5-((6-fluoro-4-(((2-methylallyl)thio)methyl)-1-(phenylsulfonyl)-1H-indol-5-yl)oxy)benzonitrile